ClCOC(=O)N1C(CCCC1)=O 2-oxopiperidine-1-carboxylic acid chloromethyl ester